2-bromo-4-fluoro-7,8,9,10-tetrahydropyrido[1,2-b]indazole BrC1=CC2=C3N(N=C2C(=C1)F)CCCC3